CC=1C=C2CCNC2=CC1NC(C(C)N1C=C(C2=CC(=CC=C12)S(=O)(=O)N1CCCCC1)C)=O N-(5-methylindolin-6-yl)-2-[3-methyl-5-(1-piperidylsulfonyl)indol-1-yl]propanamide